OC1=CC(=C2C(C=C(OC2=C1)CC(C)=O)=O)C 7-hydroxy-5-methyl-2-(2-oxopropyl)chromen-4-one